C(C1=CC=CC=C1)OC(=O)C1=C(C=NC2=CC=CC=C12)O 3-hydroxyquinoline-4-carboxylic acid benzyl ester